FC1=C(CN2C(N(C(C3=CC=C(C=C23)C(=O)NCC2=C(C=C(C=C2F)F)F)C)C)=O)C=C(C=C1)CO 1-(2-fluoro-5-(hydroxymeth-yl)benzyl)-3,4-dimethyl-2-oxo-N-(2,4,6-trifluorobenzyl)-1,2,3,4-tetrahydro-quinazoline-7-carboxamide